C1(=CC=CC=C1)N(C(C=CC1=CC=C(C=C1)OC)=O)C1=CC=CC=C1 4-Methoxycinnamic acid-N,N-diphenylamide